(S)-2-hydroxybutyronitrile O[C@H](C#N)CC